C(#C)C1=C2C(=CC(=CC2=CC=C1F)O)C1=C(C=2N=C(N=C(C2C=N1)N1CCNCC1)OC[C@]12[C@H](N(CCC1)C)CCC2)F 5-Ethynyl-6-fluoro-4-(8-fluoro-2-(((4as,7ar)-1-methyl-octahydro-4aH-cyclopenta[b]pyridin-4a-yl)methoxy)-4-(piperazin-1-yl)pyrido[4,3-d]pyrimidin-7-yl)naphthalen-2-ol